[Na].C1=CC=CC=2C3=CC=CC=C3C(C12)COC(=O)ON1N=NC2=C1C=CC=C2 1-[(9H-fluoren-9-ylmethoxy)carbonyloxy]benzotriazole, sodium salt